3-[3-[(E)-3-[4-(Difluoromethoxy)phenyl]-3-oxoprop-1-enyl]phenoxy]propanoic acid FC(OC1=CC=C(C=C1)C(/C=C/C=1C=C(OCCC(=O)O)C=CC1)=O)F